Cl.C1(CC1)NC(=O)C=1C(N(C=2N(C1O)N=C(C2\C=C\C(=O)N2[C@@H](CNCC2)C)C)CC(C)C)=O (R,E)-N-cyclopropyl-7-hydroxy-4-isobutyl-2-methyl-3-(3-(2-methylpiperazin-1-yl)-3-oxoprop-1-en-1-yl)-5-oxo-4,5-dihydropyrazolo[1,5-a]pyrimidine-6-carboxamide hydrochloride